[I-].[N+]1(=CC=CC=C1)[N+]1=CC=CC=C1.[I-] bipyridinium iodide salt